Cl.CC1(CCC(CC1)(N)C)N dimethylcyclohexane-1,4-diamine hydrochloride